tert-butyl-rel-(6S,7R)-2-oxo-7-({[(CIS)-4-phenylcyclohexyl]oxy}methyl)-1,8-diazaspiro[5.5]undecane-8-carboxylate C(C)(C)(C)OC(=O)N1[C@H]([C@]2(CCCC(N2)=O)CCC1)CO[C@@H]1CC[C@@H](CC1)C1=CC=CC=C1 |o1:8,9|